CN1N=C(C=2CN(CCC21)C(C)=O)C=2C=CC=C1C=C(N=CC21)O[Si](C(C)C)(C(C)C)C(C)C 1-[1-methyl-3-(3-triisopropylsilyloxy-8-isoquinolyl)-6,7-dihydro-4H-pyrazolo[4,3-c]pyridin-5-yl]ethanone